4',7a'-dimethyl-3',6',7',7a'-tetrahydro-1'H-spiro[[1,3]dioxolane-2,5'-isobenzofuran]-1'-one CC1=C2COC(C2(CCC12OCCO2)C)=O